(S)-7-(2-benzyl-3-chloro-7-oxo-2,4,5,7-tetrahydro-6H-pyrazolo[3,4-c]pyridin-6-yl)-9-methyl-6,7-dihydro-[1,3]dioxolo[4',5':4,5]benzo[1,2-b][1,4]oxazepin-8(9H)-one C(C1=CC=CC=C1)N1N=C2C(N(CCC2=C1Cl)[C@@H]1C(N(C2=C(OC1)C=C1C(=C2)OCO1)C)=O)=O